C(C1=CC=CC=C1)OC(=O)N[C@@H](C)C(=O)OC1CCCCCCC1 cyclooctyl ((benzyloxy)carbonyl)-L-alaninate